ClC=1C=C(C=CC1C)NC(=O)[C@@H]1[C@@H](N(CCC1)C(C1=C(C=CC=C1)C)=O)C1=CC=C(C=C1)NC1CCCC1 (2R,3S)-2-(4-Cyclopentylaminophenyl)-1-(2-methylbenzoyl)piperidine-3-carboxylic acid (3-chloro-4-methylphenyl)amide